7-(3-chloropyridin-2-yl)-9,9-dimethyl-9H-fluoren ClC=1C(=NC=CC1)C1=CC=C2C=3C=CC=CC3C(C2=C1)(C)C